ClC1=CC(=C(C=C1)C=1NC=C(N1)C)O 2-(4-chloro-2-hydroxyphenyl)-4(s)-methylimidazole